BrC1=CC=2C(=NC=C(C2)C(C)(C)OC)N1C bromo-5-(1-methoxy-1-methyl-ethyl)-1-methyl-pyrrolo[2,3-b]pyridine